C1=CC=CC=2C3=C(NC4=C(C21)C=CC=C4)C=CC=C3 tribenzo[b,d,f]azepine